sodium 1-propanethiol C(CC)S.[Na]